N(=[N+]=[N-])[C@@H]1C[C@@H]([C@H](OC1O)CN(C(OCC1=CC=CC=C1)=O)C)OCC1=CC=CC=C1 benzyl (((2R,3S,5R)-5-azido-3-(benzyloxy)-6-hydroxytetrahydro-2H-pyran-2-yl)methyl)(methyl)carbamate